N-(4-(5-methyl-2-((4-(pyrrolidine-1-ylsulfonyl)phenyl)amino)pyrimidine-4-yl)phenyl)-3-phenylpropionamide CC=1C(=NC(=NC1)NC1=CC=C(C=C1)S(=O)(=O)N1CCCC1)C1=CC=C(C=C1)NC(CCC1=CC=CC=C1)=O